BrC1=C(C=CC(=C1)Cl)C(CNC(C(F)F)=O)=O N-[2-(2-bromo-4-chlorophenyl)-2-oxoethyl]-2,2-difluoroacetamide